C(CCCCCCC\C=C/CCCCCCCC)(=O)OC(CN(C)CC1=CC=C(C(=O)O)C=C1)COC(CCCCCCC\C=C/CCCCCCCC)=O 4-(((2,3-bis(oleoyloxy)propyl)-(methyl)amino)methyl)benzoic acid